FC1=C(C=CC=C1F)CN1C(CCC1=O)CC(=O)NCC(CCC(=O)OC)=O Methyl 5-[[2-[1-[(2,3-difluorophenyl)methyl]-5-oxopyrrolidin-2-yl]acetyl]amino]-4-oxopentanoat